2-((5-(2,6-diazaspiro[3.4]octan-6-yl)-1,2,4-triazin-6-yl)oxy)-N-ethyl-5-fluoro-N-isopropylbenzamide C1NCC12CN(CC2)C=2N=CN=NC2OC2=C(C(=O)N(C(C)C)CC)C=C(C=C2)F